N-(3-chloro-5-(methylsulfonyl)phenyl)-1-(3-hydroxy-5-(2-oxa-6-azaspiro[3.3]hept-6-yl)pyridin-2-yl)-1H-pyrazole-4-carboxamide ClC=1C=C(C=C(C1)S(=O)(=O)C)NC(=O)C=1C=NN(C1)C1=NC=C(C=C1O)N1CC2(COC2)C1